COC1=C(C(=CC(=C1)CC=C)OC)OC 1,2,3-trimethoxy-5-prop-2-enylbenzene